NCC1=CC=C(C=C1)NC(=O)C1=CC2=C(OCCC3=C2SC=C3)C=C1C=1C(=NC(=CC1)C(NC1=CC(=C(C(=C1)OC)OC)OC)=O)C(=O)OC methyl 3-(9-((4-(aminomethyl)phenyl)carbamoyl)-4,5-dihydrobenzo[b]thieno[2,3-d]oxepin-8-yl)-6-((3,4,5-trimethoxyphenyl)carbamoyl)picolinate